N-((1s,3s)-3-(6-((4-(4-(3-(1-(2-(4-(2,6-dioxopiperidin-3-yl)phenoxy)acetyl)piperidin-4-yl)propyl)piperazin-1-yl)phenyl)amino)-9H-purin-9-yl)cyclobutyl)-2-phenylacetamide O=C1NC(CC[C@H]1C1=CC=C(OCC(=O)N2CCC(CC2)CCCN2CCN(CC2)C2=CC=C(C=C2)NC2=C3N=CN(C3=NC=N2)C2CC(C2)NC(CC2=CC=CC=C2)=O)C=C1)=O